(S)-2-amino-1-((R)-3-(4-amino-(4-phenoxyphenyl)-1H-pyrazolo[3,4-d]pyrimidin-1-yl)piperidin-1-yl)-3-(1H-indol-3-yl)propan-1-one N[C@H](C(=O)N1C[C@@H](CCC1)N1N=C(C=2C1=NC=NC2N)C2=CC=C(C=C2)OC2=CC=CC=C2)CC2=CNC1=CC=CC=C21